Tetradecylammonium methyl-carbonate COC([O-])=O.C(CCCCCCCCCCCCC)[NH3+]